5-((7-(2,5-difluorobenzyl)-7H-pyrrolo[2,3-d]pyrimidin-4-yl)amino)-1,3-dihydro-2H-benzo[d]imidazol-2-one FC1=C(CN2C=CC3=C2N=CN=C3NC3=CC2=C(NC(N2)=O)C=C3)C=C(C=C1)F